C(C)(=O)C1=C(C=C(C=C1OCC)[C@@H](C)N(C(=O)NC1(CC(C1)(F)F)C(=O)O)CCCC1=CC=CC=C1)OCC 1-({[(1R)-1-(4-Acetyl-3,5-diethoxyphenyl)ethyl](3-phenylpropyl)carbamoyl}amino)-3,3-difluorocyclobutane-1-carboxylic acid